methyl 3-((6-(4-(((4-cyclohexylpyrimidin-2-yl)amino)methyl)-3-methylisoxazol-5-yl)-2-methylpyridin-3-yl)carbamoyl)-2,2-difluorocyclopropane-1-carboxylate C1(CCCCC1)C1=NC(=NC=C1)NCC=1C(=NOC1C1=CC=C(C(=N1)C)NC(=O)C1C(C1C(=O)OC)(F)F)C